C(C)(C)(C)OC1=CC=C(C=C1)C1CCN(CC1)C1=CC(=C(C#N)C=C1)C(F)(F)F 4-[4-(4-tert-butoxyphenyl)-1-piperidyl]-2-(trifluoromethyl)benzonitrile